3-((S)-2-Cinnamamido-3-cyclopropylpropanamido)-2-oxo-4-((S)-2-oxopyrrolidin-3-yl)butanamid C(C=CC1=CC=CC=C1)(=O)N[C@H](C(=O)NC(C(C(=O)N)=O)C[C@H]1C(NCC1)=O)CC1CC1